N[C@@H]1CN(CC1)C(=O)N1CCN(C2=CC=CC=C12)CC1=CC(=CC=C1)F (S)-(3-Aminopyrrolidin-1-yl)(4-(3-fluorobenzyl)-3,4-dihydroquinoxaline-1(2H)-yl)methanone